CN1C(=NC2=C1C=CC=C2)C=2C(OC1=CC(=CC=C1C2)N(CC)CC)=O (N-methyl-benzoimidazol-2-yl)-7-(diethylamino)-coumarin